C(C)(C)(C)C=1C=C(CN(C(CN(S(=O)(=O)C2=C(C(=C(C(=C2F)F)F)F)F)CC2=C(C=CC=C2)F)=O)C2=C(C=C(C(=O)O)C=C2)C2CC2)C=C(C1)C1CC1 4-(N-(3-(tert-butyl)-5-cyclopropylbenzyl)-2-(N-(2-fluorobenzyl)-(2,3,4,5,6-pentafluoro-phenyl)sulfonamido)acetamido)-3-cyclopropylbenzoic acid